CC(C(C(C(=O)O)(Cl)Cl)(Cl)Cl)(CCCCCCCCCCCCCC)Cl.CC(C(C(C(=O)O)(Cl)Cl)(Cl)Cl)(CCCCCCCCCCCCCC)Cl.N1C(=CC=C1)C1=C(C=C(C(=C1)C=1NC=CC1)C=1NC=CC1)C=1NC=CC1 1,2,4,5-tetrapyrrolyl-benzene methyl-pentachlorostearate (methyl-pentachlorooctadecanoate)